(25E)-5,30-dimethyl-7-oxa-4,5,13,18,24,26,31-heptaazahexacyclo[26.3.1.0^{2,6}.0^{13,25}.0^{14,23}.0^{15,20}]dotriaconta-1(31),2(6),3,14,20,22,25,28(32),29-nonaen-27-one CN1N=CC=2C3=NC(=CC(C(/N=C/4\NC5=CC=C6CNCCC6=C5N4CCCCCOC12)=O)=C3)C